2-(4-(nitromethyl)tricyclo[3.2.1.03,6]octan-4-yl)acetic acid [N+](=O)([O-])CC1(C2CC3CC2C1C3)CC(=O)O